5-(2-(azepan-1-yl)ethyl)-5,6,7,8-tetrahydro-4H-thieno[3,2-c]azepin-4-one N1(CCCCCC1)CCN1C(C2=C(CCC1)SC=C2)=O